(2S,4R)-1-[(2R)-2-[3-(azetidin-3-yloxy)isoxazol-5-yl]-3-methyl-butanoyl]-4-hydroxy-N-[(1S)-1-[4-(4-methylthiazol-5-yl)phenyl]ethyl]pyrrolidine-2-carboxamide trifluoroacetate FC(C(=O)O)(F)F.N1CC(C1)OC1=NOC(=C1)[C@H](C(=O)N1[C@@H](C[C@H](C1)O)C(=O)N[C@@H](C)C1=CC=C(C=C1)C1=C(N=CS1)C)C(C)C